BrC1=CC=C(C=C1)N1N2C(CC=3C=CC=CC13)CC(C2=O)(C)C 5-(4-bromophenyl)-2,2-dimethyl-1,5,10,10a-tetrahydropyrrolo[1,2-b]cinnolin-3(2H)-one